γ-non-2-enolactone C1(C=C(CCCCCC)O1)=O